1-bromo-4-((E)-2-((1r,2r)-2-(p-tolyl)cyclopropyl)vinyl)benzene BrC1=CC=C(C=C1)\C=C\[C@@H]1[C@@H](C1)C1=CC=C(C=C1)C